5-amino-1-(4-bromophenyl)-1H-pyrazole-4-carbonitrile NC1=C(C=NN1C1=CC=C(C=C1)Br)C#N